2-amino-4-(butylamino)-6-(4-(4-methylpiperazine-1-carbonyl)benzyl)pyrido[4,3-d]pyrimidin-5(6H)-one NC=1N=C(C2=C(N1)C=CN(C2=O)CC2=CC=C(C=C2)C(=O)N2CCN(CC2)C)NCCCC